C(C(C)C)(=O)N1[C@H](CN(C[C@H]1C)CC1=NC=CC=C1OC1=C(C=CC=C1)OC)C(=O)NCC1=CC=C(C=C1)C1=NC=CC=N1 (2R,6R)-1-isobutyryl-4-((3-(2-methoxyphenoxy)pyridin-2-yl)methyl)-6-methyl-N-(4-(pyrimidin-2-yl)benzyl)piperazine-2-carboxamide